FC(C=1C=NN(C1C1CC2(C1)CCN(CC2)C2=CC=C1C=CN(C1=C2)C)C2=C(C=CC=C2)C(F)(F)F)F 6-(2-(4-(Difluoromethyl)-1-(2-(trifluoromethyl)phenyl)-1H-pyrazol-5-yl)-7-azaspiro[3.5]nonan-7-yl)-1-methyl-1H-indol